2-[(4-{6-[(4-cyano-2-fluorobenzyl)oxy]pyridin-2-yl}piperidin-1-yl)methyl]-3-[(1-methyl-1H-imidazol-5-yl)methyl]-3H-imidazo[4,5-b]pyridine-5-carboxylic acid C(#N)C1=CC(=C(COC2=CC=CC(=N2)C2CCN(CC2)CC2=NC=3C(=NC(=CC3)C(=O)O)N2CC2=CN=CN2C)C=C1)F